BrC=1C=CC(=C(C1)C/C=C/[C@H](CCCC(=O)O)O)\C=C\CCC (S,E)-8-(5-bromo-2-((E)-pent-1-en-1-yl)phenyl)-5-hydroxyoct-6-enoic acid